ClC1=CN=C2N1C=CC(=C2C2=C(C=C(C=C2OC)CCC)OC)C 3-Chloro-8-(2,6-dimethoxy-4-propylphenyl)-7-methylimidazo[1,2-a]pyridine